cis-N-(4-chloro-3-(3-hydroxyazetidin-1-yl)phenyl)-3-methyl-1-(5-methyl-1,3,4-oxadiazol-2-yl)-6-azabicyclo[3.1.1]heptane-6-carboxamide ClC1=C(C=C(C=C1)NC(=O)N1C2CC(CC1(C2)C=2OC(=NN2)C)C)N2CC(C2)O